1-nonyl-2-propylpiperidinium methanesulfonate CS(=O)(=O)[O-].C(CCCCCCCC)[NH+]1C(CCCC1)CCC